O[C@H]1[C@@H](CCCC1)C(=O)OC[C@@H](CCCC)CC |o1:11| rel-2-ethylhexyl (1R,2R)-2-hydroxycyclohexanecarboxylate